C(C)OC(=O)C=1C=NC2=CC=C(C=C2C1NC1=C(C(=O)O)C=CC=C1)OC1CCN(CC1)C(=O)OCC1C2=CC=CC=C2C=2C=CC=CC12 2-[[3-ethoxycarbonyl-6-[[1-(9H-fluoren-9-ylmethoxycarbonyl)-4-piperidyl]oxy]-4-quinolyl]amino]benzoic acid